3-(dimethoxy(methyl)silyl)propyl thiol CO[Si](CCCS)(C)OC